FC1(CC(C1)NCC1=NC=C(C=C1)C(F)(F)F)F 3,3-difluoro-N-[[5-(trifluoromethyl)-2-pyridyl]methyl]cyclobutanamine